(3'-((5-amino-6-chloropyrimidin-4-yl)amino)-2-fluoro-4'-(4-methylpiperazin-1-yl)-[1,1'-biphenyl]-4-yl)(4-methylpiperazin-1-yl)methanone NC=1C(=NC=NC1Cl)NC=1C=C(C=CC1N1CCN(CC1)C)C1=C(C=C(C=C1)C(=O)N1CCN(CC1)C)F